C1(CC1)CN1C(=CC2=CC=CC(=C12)[N+](=O)[O-])CO (1-(Cyclopropylmethyl)-7-nitro-1H-indol-2-yl)methanol